4-{[1-(2-methoxyethyl)piperidin-4-yl]amino}-1-(2,2,2-trifluoroethyl)-1H-indol COCCN1CCC(CC1)NC1=C2C=CN(C2=CC=C1)CC(F)(F)F